OC(CNC(=O)N1CC(C1)OC=1C=C(OC2=CC=C(C=N2)C(=O)N[C@H](C(=O)OC)CCC(C)(C)C)C=CC1)COCCOCC#C methyl (2S)-2-[[6-[3-[1-[[2-hydroxy-3-(2-prop-2-ynoxyethoxy)propyl]carbamoyl]azetidin-3-yl]oxyphenoxy]pyridine-3-carbonyl]amino]-5,5-dimethyl-hexanoate